C(C)(C)(C)OC(=O)N1CC(C1)([C@](C1=CC=C(C=C1)C(C)C)(C=1C=NC=C(C1)C(NO)=N)O)F 3-fluoro-3-[(S)-hydroxy-[5-(N-hydroxycarbamimidoyl)-pyridin-3-yl]-(4-isopropyl-phenyl)-methyl]-azetidine-1-carboxylic acid tert-butyl ester